C1CC12NCC[C@@H](C2)N2C=CC1=C2N=NC(=C1)C1=NC=C(C=C1O)N1N=NC=C1 2-{7-[(7S)-4-azaspiro[2.5]octan-7-yl]-7H-pyrrolo[2,3-c]pyridazin-3-yl}-5-(1H-1,2,3-triazol-1-yl)pyridine-3-ol